4'-methyl-1,4'-bipiperidine hydrochloride Cl.CC1(CCNCC1)N1CCCCC1